ClC1=C(C=CC(=C1)Cl)N1N=C(C[C@@]1(C(=O)O)C)C(=O)O (R,S)-1-(2,4-dichlorophenyl)-5-methyl-2-pyrazoline-3,5-dicarboxylic acid